ClCC(=O)NC1=CC(=CC=C1)NC1C(NC(CC1)=O)=O 2-chloro-N-[3-[(2,6-dioxo-3-piperidinyl)amino]phenyl]acetamide